ClC(C(C)NC1=C(SC=C1C)C)OC 2-chloro-N-(2,4-dimethyl-3-thienyl)-N-(2-methoxy-1-methylethyl)amine